(2R,3S)-2-(4-(cyclopentylamino)phenyl)-1-((2,4-dimethylphenyl)-sulfonyl)-N-(4-methyl-3-(trifluoromethyl)phenyl)piperidine-3-carboxamide C1(CCCC1)NC1=CC=C(C=C1)[C@@H]1N(CCC[C@@H]1C(=O)NC1=CC(=C(C=C1)C)C(F)(F)F)S(=O)(=O)C1=C(C=C(C=C1)C)C